(5'-adenosyl)-L-methionine iodide [C@@H]1([C@H](O)[C@H](O)[C@@H](CN[C@@H](CCSC)C(=O)I)O1)N1C=NC=2C(N)=NC=NC12